CNC(=S)NCCC1=CC=CC=C1 1-methyl-3-phenethylthiourea